monoundecyl sulfate S(=O)(=O)(OCCCCCCCCCCC)[O-]